tert-butyl 6-[(5-bromopyrimidin-2-yl) methylene]-2-azaspiro[3.3]heptane-2-carboxylate BrC=1C=NC(=NC1)C=C1CC2(CN(C2)C(=O)OC(C)(C)C)C1